1-(4-(((Z)-hex-3-en-1-yl)oxy)-3-methylbut-3-en-1-yl)-4-methoxybenzene C(C\C=C/CC)OC=C(CCC1=CC=C(C=C1)OC)C